C1(CCCCC1)C[C@@H](C(N[C@H](C=O)C[C@H]1C(NCC1)=O)=O)NC(OCC1=CC=C(C=C1)Cl)=O 4-Chlorobenzyl ((S)-3-cyclohexyl-1-oxo-1-(((S)-1-oxo-3-((S)-2-oxopyrrolidin-3-yl)propan-2-yl)amino)propan-2-yl)carbamate